Butanoic acid butyl ester C(CCC)OC(CCC)=O